dichloro[1,4-bis(diphenylphosphino)butane] palladium [Pd].ClC(CCCP(C1=CC=CC=C1)C1=CC=CC=C1)(P(C1=CC=CC=C1)C1=CC=CC=C1)Cl